2-([1,1'-biphenyl]-4-yl)-4-chlorophthalazin-1(2H)-one C1(=CC=C(C=C1)N1C(C2=CC=CC=C2C(=N1)Cl)=O)C1=CC=CC=C1